C1(=CC=CC2=CC=CC=C12)C=CC(C)S(=O)N (naphthalen-1-ylmethylene)propane-2-sulfinamide